Cl[Si](CCCCCCCCCCCC)(C)C Chloro-dimethyl-dodecylsilane